ClC1=C(C(=CC=2NC(=NC21)CC2=C(C=C(C=C2)S(=O)(=O)CC2CC2)F)Cl)C2=C(C=CC=C2)OC(F)(F)F 4,6-dichloro-2-(4-((cyclopropylmethyl)sulfonyl)-2-fluorobenzyl)-5-(2-(trifluoromethoxy)phenyl)-1H-benzo[d]imidazole